tri(tetradecyl) borate B(OCCCCCCCCCCCCCC)(OCCCCCCCCCCCCCC)OCCCCCCCCCCCCCC